6-(4-(3-cyclobutylureido) thiophen-2-yl-pyrazin-2-yl)-2-methoxybenzoate C1(CCC1)NC(NC=1C=C(SC1)C=1C(=NC=CN1)C1=CC=CC(=C1C(=O)[O-])OC)=O